2-(4-(4-(aminomethyl)-1-oxo-1,2-dihydrophthalazin-6-yl)-1-(trifluoromethyl)-1H-pyrazol-5-yl)benzo[b]thiophene-3-carbonitrile NCC1=NNC(C2=CC=C(C=C12)C=1C=NN(C1C1=C(C2=C(S1)C=CC=C2)C#N)C(F)(F)F)=O